(S)-1-(1-(9,9-Difluoro-3-azaspiro[5.5]undecan-3-yl)-3-hydroxy-1-oxopropan-2-yl)-3-(2-ethynylthiazol-4-yl)urea FC1(CCC2(CCN(CC2)C([C@H](CO)NC(=O)NC=2N=C(SC2)C#C)=O)CC1)F